(1R,4R)-4-(4-((5-(2,6-dioxopiperidin-3-yl)pyridin-2-yl)amino)piperidine-1-carbonyl)cyclohexane-1-carboxylic acid O=C1NC(CCC1C=1C=CC(=NC1)NC1CCN(CC1)C(=O)C1CCC(CC1)C(=O)O)=O